(3R,4R) and (3S,4S)-2-((5-chloro-1-cyclopropyl-1H-pyrazol-4-yl)amino)-7-(3-fluoropiperidin-4-yl)quinazoline-6-carbonitrile ClC1=C(C=NN1C1CC1)NC1=NC2=CC(=C(C=C2C=N1)C#N)[C@@H]1[C@H](CNCC1)F |r|